C1(CCCC1)N1C(N(CC1)C1CN(CCC1)C(=O)OC(C)(C)C)=O Tert-butyl 3-(3-Cyclopentyl-2-oxoimidazolin-1-yl)piperidin-1-carboxylate